2-(4-(3-(3-bromophenyl)ureido)benzylamino)benzamide BrC=1C=C(C=CC1)NC(NC1=CC=C(CNC2=C(C(=O)N)C=CC=C2)C=C1)=O